CC(C(SCCCCCCC(NC=1SC=C(N1)C1=CC=CC=C1)=O)=O)(CC1=CC=CC=C1)C S-(7-oxo-7-((4-phenylthiazol-2-yl)amino)heptyl) 2,2-dimethyl-3-phenylpropanethioate